N-(1-phenylethyl)-3-tert-butyl-1-N-pentyl-1H-pyrazole-5-carboxamide C1(=CC=CC=C1)C(C)NC(=O)C1=CC(=NN1CCCCC)C(C)(C)C